The molecule is a leukotriene that is the 14R-(S-cysteinyl),15S-hydroxy derivative of (5Z,8Z,10E,12E)-icosa-7,9,11,14-tetraenoic acid. It has a role as a metabolite. It derives from a (5Z,8Z,10E,12E)-icosatetraenoic acid. CCCCC[C@@H]([C@@H](/C=C/C=C/C=C\\C/C=C\\CCCC(=O)O)SC[C@@H](C(=O)O)N)O